O1C(CCCC1)O[C@@H](C)C=1N(C=CN1)CC1=NOC(=C1)C1=CC=C(C=C1)C#CCCCCS(=O)(=O)O.C(CCC)C=1OCCN1 2-butyl-oxazoline 5-(4-(3-((2-((1S)-1-((tetrahydro-2H-pyran-2-yl)oxy)ethyl)-1H-imidazol-1-yl)methyl)isoxazol-5-yl)phenyl)pent-4-yn-1-yl-methanesulfonate